C[C@H](C#C)NC(OC(C)(C)C)=O (R)-tert-butyl but-3-yn-2-ylcarbamate